(S)-3-(5-(1,2-dihydroxyethyl)-8-(4-(trifluoromethoxy)phenyl)quinoxalin-6-yl)azetidine-1-carboxylic acid tert-butyl ester C(C)(C)(C)OC(=O)N1CC(C1)C=1C(=C2N=CC=NC2=C(C1)C1=CC=C(C=C1)OC(F)(F)F)[C@@H](CO)O